CC(C)(C)S(=O)NC(CCNC(C)=O)(C)C1=CC(=CC=C1)C(F)(F)F N-{3-[(2-methylpropan-2-sulfinyl)amino]-3-[3-(trifluoromethyl)phenyl]butyl}acetamide